C(C)(C)(C)OC(=O)N1[C@@H](C[C@H](C1)OC)C(NC1=NC(=CC=C1)Br)=O (2S,4R)-2-((6-bromopyridin-2-yl)carbamoyl)-4-methoxypyrrolidine-1-carboxylic acid tert-butyl ester